ClC1=CC=C2C(N(NC2=C1)[C@H](C)C1CCC(CC1)C1=CC=NC2=CC=C(C=C12)F)=O 6-chloro-2-((R)-1-((1s,4s)-4-(6-fluoroquinolin-4-yl)cyclohexyl)ethyl)-1,2-dihydro-3H-indazol-3-one